C(C)OC(C=C1CC(N(C(C1)C)C(=O)OC(C)(C)C)C)=O tert-butyl 4-(2-ethoxy-2-oxoethylidene)-2,6-dimethylpiperidine-1-carboxylate